C(=C)[C-]1C(=CC=C1)C=C.[CH-]1C=CC=C1.[Fe+2] 1,2-divinylferrocene